CCNC1=NC(=NC(=N1)SC)NC(C)C The molecule is a methylthio-1,3,5-triazine that is 2-(methylsulfanyl)-1,3,5-triazine substituted by an ethylamino and an isopropylamino group at positions 4 and 6 respectively. It has a role as a herbicide and an environmental contaminant. It is a diamino-1,3,5-triazine and a methylthio-1,3,5-triazine.